ethyl 2-(benzooxazol-2-yl)-2,2-difluoroacetate O1C(=NC2=C1C=CC=C2)C(C(=O)OCC)(F)F